[C@H]12CN(C[C@H](CC1)N2)C2=NC(=NC1=C(C(=CC=C21)NC2=NNC1=C(C=CC=C21)F)F)OC[C@H]2N(CCC2)C 4-((1R,5S)-3,8-diazabicyclo[3.2.1]octan-3-yl)-8-fluoro-N-(7-fluoro-1H-indazol-3-yl)-2-(((S)-1-methylpyrrolidin-2-yl)methoxy)quinazolin-7-amine